CC(C)(C)OC(=O)NC1CCC(CC1)O tert-butyl N-[(1r,4r)-4-hydroxycyclohexyl]carbamate